C(N)(=S)[C@H]1N(CC[C@@H]1OC)C(=O)NC=1SC(=C(N1)C)C1=CC(=NC=C1)C(C(F)(F)F)(C)C (2S,3S)-2-carbamothioyl-3-methoxy-N-(4-methyl-5-(2-(1,1,1-trifluoro-2-methylpropan-2-yl)pyridin-4-yl)thiazol-2-yl)pyrrolidine-1-carboxamide